2-[1-(2-methoxy-5-nitrophenyl)-1H-1,2,3-triazol-4-yl]pyrrolidine-1-carboxylic acid tert-butyl ester C(C)(C)(C)OC(=O)N1C(CCC1)C=1N=NN(C1)C1=C(C=CC(=C1)[N+](=O)[O-])OC